5-chloro-N-((1r,4r)-4-((3-(5-chloropyrazin-2-yl)-6-fluoro-2-oxo-2,3-dihydro-1H-benzo[d]imidazol-1-yl)methyl)cyclohexyl)-2-(difluoromethyl)nicotinamide ClC=1C=NC(=C(C(=O)NC2CCC(CC2)CN2C(N(C3=C2C=C(C=C3)F)C3=NC=C(N=C3)Cl)=O)C1)C(F)F